FC(C)(F)C1=CC=C(C=C1)C(C(F)(F)F)(O[Si](C)(C)C)OC (1-(4-(1,1-difluoroethyl)phenyl)-2,2,2-trifluoro-1-methoxyethoxy)trimethyl-silane